C(N)(O)=S.O=[O+][O-] ozone thiocarbamate